C(#N)[C@H]1N(CC(C1)(F)F)C([C@@H](C)NC(=O)C=1C=NC=2CN(CCC2C1)C(=O)OC(C)(C)C)=O tert-butyl 3-(((R)-1-((S)-2-cyano-4,4-difluoropyrrolidin-1-yl)-1-oxopropan-2-yl)carbamoyl)-5,8-dihydro-1,7-naphthyridine-7(6H)-carboxylate